C(C)(C)(C)C1=CC=C(OCCOC2=C(C=C(C=C3C(N=C4N(C3=N)N=C(S4)CC)=O)C=C2)OC)C=C1 6-(4-(2-(4-(tert-butyl)phenoxy)ethoxy)-3-methoxybenzylidene)-2-ethyl-5-imino-5H-[1,3,4]thiadiazolo[3,2-a]pyrimidin-7(6H)-one